C(CC=C)OC1=CC=C(C=C1)N=NC1=CC=C(C=C1)C 1-(4-(but-3-en-1-yloxy)phenyl)-2-(p-tolyl)diazene